FC(C(C(C(C(C(C(C(C(C(F)(F)F)(F)F)(F)F)(F)F)(F)F)(F)F)(F)F)(F)F)(F)F)(CCCCC)F henicosafluoropentadecane